[2-chloro-4-(trifluoromethyl)phenyl]boronic acid ClC1=C(C=CC(=C1)C(F)(F)F)B(O)O